C(CCC)C1=CC=C(C=C1)C1=CC=C(C=C1)C(=O)O 4-n-butylbiphenyl-4'-carboxylic acid